N-methyl-N'-butylurea CNC(=O)NCCCC